CC(CCCCC)=S heptane-2-thione